ClC1=C2C(=NC=C1C(=O)N(C)OC)N(C=C2)COCC[Si](C)(C)C 4-chloro-N-methoxy-N-methyl-1-((2-(trimethylsilyl)ethoxy)methyl)-1H-pyrrolo[2,3-b]pyridine-5-carboxamide